6-(5-CHLORO-2-METHYLPHENYL)-N-[(2,4-DIMETHOXYPHENYL)METHYL]-4-METHYLPHTHALAZIN-1-AMINE ClC=1C=CC(=C(C1)C=1C=C2C(=NN=C(C2=CC1)NCC1=C(C=C(C=C1)OC)OC)C)C